5,8-diaminotetralin-1-one NC1=C2CCCC(C2=C(C=C1)N)=O